C(C)(C)(C)OC(=O)N1CC2=CC=C(C=C2CC1)NC1=NC=C(C(=N1)Cl)C(F)(F)F 6-((4-chloro-5-(trifluoromethyl)pyrimidin-2-yl)amino)-3,4-dihydroisoquinoline-2(1H)-carboxylic acid tert-butyl ester